bromomethyl-4-methylpentanoic Acid Ethyl Ester C(C)OC(C(CC(C)C)CBr)=O